[4-[4-amino-2-(4-fluoroanilino)thiazole-5-carbonyl]phenoxy]-2-methyl-propionic acid ethyl ester C(C)OC(C(C)(C)OC1=CC=C(C=C1)C(=O)C1=C(N=C(S1)NC1=CC=C(C=C1)F)N)=O